6-cyano-2-(2,6-dioxopiperidin-3-yl)-1-oxoisoindoline-4-carboxamide C(#N)C=1C=C(C=2CN(C(C2C1)=O)C1C(NC(CC1)=O)=O)C(=O)N